[Cl-].[Cl-].C1(C=CC2=CC=CC=C12)[Zr+2]C1C=CC=C1 indenyl-(cyclopentadienyl)zirconium dichloride